CN(C)C=C1C(CCN2C=C(C=C12)C(=O)OC)=O methyl 8-((dimethylamino) methylene)-7-oxo-5,6,7,8-tetrahydroindolizine-2-carboxylate